NC1=C(C=C(C=C1)C(F)(F)F)B(O)O [2-AMINO-5-(TRIFLUOROMETHYL)PHENYL]BORONIC ACID